C(N)(OC1=NC=C(C(=C1CC12CCC(CC1)(CC2)C2=NOC(=N2)C(C)(F)F)C2=CC=C(C=C2)C(C)(C)O)C(C(F)(F)F)(C)C)=O 1,1,1-trifluoro-2-methylpropan-2-yl((4-(5-(1,1-difluoroethyl)-1,2,4-oxadiazol-3-yl) bicyclo[2.2.2]octan-1-yl)methyl)(4-(4-(2-hydroxypropan-2-yl)phenyl)pyridin-2-yl) carbamate